4-allylcatechol dibenzoate C(C1=CC=CC=C1)(=O)OC=1C(OC(C2=CC=CC=C2)=O)=CC(=CC1)CC=C